[2-(Benzo[d]isoxazol-3-yl)phenyl]-2-(3-fluoro-6-methylpyridin-2-yl)ethan-1-amine O1N=C(C2=C1C=CC=C2)C2=C(C=CC=C2)C(CC2=NC(=CC=C2F)C)N